ClC=1C=C2CN(CC2=CC1C(F)(F)F)C(CCC1(C(NC(N1)=O)=O)C=1N=C(OC1)C)=O 5-(3-(5-Chloro-6-(trifluoromethyl)isoindolin-2-yl)-3-oxopropyl)-5-(2-methyl-oxazol-4-yl)imidazolidine-2,4-dione